5-methyl-6-(3-(2,2,2-trifluoroethyl)-7,8-dihydro-1,6-naphthyridin-6(5H)-yl)pyridazine-3-carbonitrile CC=1C=C(N=NC1N1CC=2C=C(C=NC2CC1)CC(F)(F)F)C#N